di(acetic acid), tetrasodium salt [Na+].[Na+].[Na+].[Na+].C(C)(=O)[O-].C(C)(=O)[O-]